ClC1=CC2=C(N(C(N=C2N2[C@H](CN([C@@H](C2)C)C(C=C)=O)C)=O)C=2C(=NC=CC2C)C(C)C)N=C1C1=C(C=CC=C1)C(F)(F)F (M)-6-Chloro-4-[(2S,5R)-2,5-dimethyl-4-prop-2-enoyl-piperazin-1-yl]-1-(2-isopropyl-4-methyl-3-pyridyl)-7-[2-(trifluorometh-yl)phenyl]pyrido[2,3-d]pyrimidin-2-one